N-(5-(4-carbamoyl-3-ethoxyphenyl)thiazol-2-yl)-2,2,6,6-tetramethyltetrahydro-2H-pyran-4-carboxamide C(N)(=O)C1=C(C=C(C=C1)C1=CN=C(S1)NC(=O)C1CC(OC(C1)(C)C)(C)C)OCC